O1C=CC2=C1CCCCCCCCCCCCCCC(C2)=O furocyclooctadecane-5-one